tert-Butyl 8-(2-fluoro-4-methoxycarbonyl-3-methyl-5-morpholin-4-ylphenyl)-2,4-dihydro-1,3-benzoxazine-3-carboxylate FC1=C(C=C(C(=C1C)C(=O)OC)N1CCOCC1)C1=CC=CC=2CN(COC21)C(=O)OC(C)(C)C